N-(4-((1r,3s,5s)-3-amino-5-methylcyclohexyl)pyridin-3-yl)-6-(2,6-difluorophenyl)-5-fluoropyridineamide N[C@@H]1C[C@@H](C[C@@H](C1)C)C1=C(C=NC=C1)NC(=O)C1=NC(=C(C=C1)F)C1=C(C=CC=C1F)F